[C-]#N.C(CCCCCCC)[NH+]1CC(CC1)CCC 1-Octyl-3-propylpyrrolidinium cyanid